N(CCC1=CNC=N1)CC(=O)[O-] histamine-acetate